ClC=1C(=NC(=NC1)NC1=C(C=C(C(=C1)C)N1CCC(CC1)N1CCN(CC1)C)OC)NC=1C(=CC2=C(OCO2)C1)N(S(=O)(=O)C)C N-(6-((5-chloro-2-((2-methoxy-5-methyl-4-(4-(4-methylpiperazin-1-yl)piperidine-1-yl)phenyl)amino)pyrimidin-4-yl)amino)benzo[d][1,3]dioxol-5-yl)-N-methylmethanesulfonamide